2-(but-3-ene-1-yloxy)isoindoline-1,3-dione C(CC=C)ON1C(C2=CC=CC=C2C1=O)=O